4-(1-(2-Chloro-4-((cyclopropylamino)-methyl)phenyl)-1H-imidazol-4-yl)-N-((3R,4S)-1-(cyclopropylsulfonyl)-3-methylpiperidin-4-yl)-5-(trifluoro-methyl)pyrimidin-2-amine ClC1=C(C=CC(=C1)CNC1CC1)N1C=NC(=C1)C1=NC(=NC=C1C(F)(F)F)N[C@@H]1[C@@H](CN(CC1)S(=O)(=O)C1CC1)C